COC1=CC=C(C=C1)C1=NN=CO1 5-(4-methoxyphenyl)-1,3,4-oxadiazol